1,3-bis(2,6-diisopropylphenyl)imidazolium hydroxide [OH-].C(C)(C)C1=C(C(=CC=C1)C(C)C)N1C=[N+](C=C1)C1=C(C=CC=C1C(C)C)C(C)C